4-[5-(aminomethyl)pyrimidin-2-yl]-3-[(4-cyclohexyltriazol-1-yl)methyl]benzonitrile NCC=1C=NC(=NC1)C1=C(C=C(C#N)C=C1)CN1N=NC(=C1)C1CCCCC1